[Br-].[PH4+].C(C1=CC=CC=C1)C1=C(C=CC=C1)P(C1=CC=CC=C1)C1=CC=CC=C1 benzyl-triphenylphosphine phosphonium bromide